BrC1=C2C=CC(=NC2=CC=C1NC(C)=O)C=O N-(5-BROMO-2-FORMYL-QUINOLIN-6-YL)-ACETAMIDE